O=C1NC(CCC1NC=1C=C(C(=NC1)N1CCN(CC1)C(=O)OC(C)(C)C)F)=O tert-butyl 4-[5-[(2,6-dioxo-3-piperidyl)amino]-3-fluoro-2-pyridyl]piperazine-1-carboxylate